2,4-Bis(3,5-dimethyl-4-hydroxyphenyl)-2-methylbutan CC=1C=C(C=C(C1O)C)C(C)(CCC1=CC(=C(C(=C1)C)O)C)C